(2S)-1-{[5-(4-chlorobenzamido)-2-[(4-chlorophenyl)methyl]-3-oxo-1,2,4-thiadiazolidin-4-yl]methoxy}-3-methyl-1-oxobutan-2-aminium trifluoroacetate FC(C(=O)[O-])(F)F.ClC1=CC=C(C(=O)NC2N(C(N(S2)CC2=CC=C(C=C2)Cl)=O)COC([C@H](C(C)C)[NH3+])=O)C=C1